1-(2-amino-5-chloro-3-fluorophenyl)-2-methylpropan-1-one NC1=C(C=C(C=C1F)Cl)C(C(C)C)=O